benzyl N-[3-methyl-1-(2,2,2-trifluoroethyl)pyrazol-4-yl]carbamate CC1=NN(C=C1NC(OCC1=CC=CC=C1)=O)CC(F)(F)F